2-naphthaleneboronate C1=C(C=CC2=CC=CC=C12)B([O-])[O-]